ethyl (3,5-dichloro-4-(4-hydroxy-3-isopropylbenzyl)phenyl)glycinate ClC=1C=C(C=C(C1CC1=CC(=C(C=C1)O)C(C)C)Cl)NCC(=O)OCC